tert-butyl 4-((3S,4S)-4-hydroxytetrahydrofuran-3-yl)piperazine-1-carboxylate O[C@H]1[C@H](COC1)N1CCN(CC1)C(=O)OC(C)(C)C